3-((S)-1-hydroxyethyl)-2H-[1,3'-bipyridin]-2-one O[C@@H](C)C=1C(N(C=CC1)C=1C=NC=CC1)=O